4-(difluoromethoxy)-N-ethyl-N-methyl-1,2-benzothiazol-3-amine-1,1-dioxide FC(OC1=CC=CC2=C1C(=NS2(=O)=O)N(C)CC)F